FC=1C(=NC=CC1)OC 3-fluoro-2-methoxypyridin